F[C@@H]1C[C@@]2(CCCN2C1)COC1=NC2=CC(=CC=C2C(=N1)N1CCOCCCC1)C1(NC=C(C(=C1)C)C(F)(F)F)N 2-((((2R,7aS)-2-fluorotetrahydro-1H-pyrrolizin-7a(5H)-yl)methoxy)-4-(1,4-oxazocan-4-yl)quinazolin-7-yl)-4-methyl-5-(trifluoromethyl)pyridin-2-amine